3-methoxy-1-methyl-4-(4,4,5,5-tetramethyl-1,3,2-dioxaborolan-2-yl)pyrazole COC1=NN(C=C1B1OC(C(O1)(C)C)(C)C)C